FC1([C@@]2(CCNC[C@H]12)C1=CC=C(C=C1)N[C@H]1C(NC(CC1)=O)=O)F (R)-3-((4-((1R,6R)-7,7-difluoro-3-azabicyclo[4.1.0]heptan-6-yl)phenyl)amino)piperidine-2,6-dione